2-chloro-1-decyl-3-methylimidazole hexafluorophosphate F[P-](F)(F)(F)(F)F.ClC1N(C=CN1C)CCCCCCCCCC